C[C@@H](CCC[C@@H](C)CCC/C(=C/CO)/C)CCCC(C)C (Z,E)-phytol